CN(C(OC(C)(C)C)=O)CCCCN1CCNCC1 tert-butyl N-methyl-N-[4-(piperazin-1-yl)butyl]carbamate